OC(C)(C)C=1C(=CC2=CN(N=C2C1)C1CCNCC1)NC(=O)C1=NC(=CC=C1)C(F)(F)F N-(6-(2-Hydroxypropan-2-yl)-2-(piperidin-4-yl)-2H-indazol-5-yl)-6-(trifluoromethyl)pyridineformamide